(R)-6-bromo-4-((1-(2-methyl-3-(trifluoromethyl)phenyl)ethyl)-amino)pyrido[3,4-d]pyrimidin-8(7H)-one BrC1=CC2=C(N=CN=C2N[C@H](C)C2=C(C(=CC=C2)C(F)(F)F)C)C(N1)=O